NC1=NC=CC=C1C1=NC=2C(=NC(=CC2)C2=CC=CC=C2)N1C1=CC=C(CN2CCC(CCC2)N)C=C1 1-(4-(2-(2-Aminopyridin-3-yl)-5-phenyl-3H-imidazo[4,5-b]pyridin-3-yl)benzyl)azepan-4-amine